1-amino-4-(4-((4-ethylpyridin-2-yl)Carbamoyl)phenyl)-1H-imidazole-5-carboxamide NN1C=NC(=C1C(=O)N)C1=CC=C(C=C1)C(NC1=NC=CC(=C1)CC)=O